ClC1=CC2=C(C=C1)C1(CCN(CC1)C[C@@H](COC1=C(C=CC(=C1)O)NC(C)=O)O)OC2 N-(2-{[(2S)-3-(5-chloro-1H,3H-spiro[2-benzofuran-1,4'-piperidin]-1'-yl)-2-hydroxypropyl]oxy}-4-hydroxyphenyl)acetamide